5'-chloro-2'-({[3-(3,5-dimethyl-1H-pyrazol-1-yl)propyl](methyl)amino}methyl)-7',8'-dihydro-6'H-spiro[cyclohexane-1,9'-furo[2,3-f]quinazoline]-7'-one ClC=1C=C2C(=C3C4(NC(NC13)=O)CCCCC4)OC(=C2)CN(C)CCCN2N=C(C=C2C)C